B(C1=C(SC(=C1)CCC)S(=O)(=O)NC(C)(C)C)(O)O 2-(N-TERT-BUTYLSULFAMOYL)-5-PROPYLTHIOPHEN-3-YLBORONIC ACID